dimethylsilylene(cyclopentadienyl)(9-fluorenyl)zirconium dichloride [Cl-].[Cl-].C[Si](=[Zr+2](C1C2=CC=CC=C2C=2C=CC=CC12)C1C=CC=C1)C